ClC=1C=CC2=C([C@@H](C[C@@H](O2)C(=O)NC23CC(C2)(C3)NC(C3=CC(=C(C=C3)Cl)F)=O)O)C1 (2R,4R)-6-chloro-N-[3-(4-chloro-3-fluorobenzamido)bicyclo[1.1.1]pentan-1-yl]-4-hydroxy-3,4-dihydro-2H-1-benzopyran-2-carboxamide